(S)-N-((S)-1-(2-acetyl-6-chloroisoindoline-4-yl)-3-(1,3-dioxan-2-yl)propyl)-2-methylpropane-2-Sulfenamide C(C)(=O)N1CC2=CC(=CC(=C2C1)[C@H](CCC1OCCCO1)NSC(C)(C)C)Cl